N-(3-(4-(4-methylbenzoyl)piperidin-1-yl)propyl)-N-phenylpropanamide CC1=CC=C(C(=O)C2CCN(CC2)CCCN(C(CC)=O)C2=CC=CC=C2)C=C1